13,13,14,14,15,15,16,16,16-nonafluoro-2-(11,11,12,12,13,13,14,14,14-nonafluorotetradecyl)hexadecan-1-ol FC(CCCCCCCCCCC(CO)CCCCCCCCCCC(C(C(C(F)(F)F)(F)F)(F)F)(F)F)(C(C(C(F)(F)F)(F)F)(F)F)F